5-((3-fluorobenzyl)oxy)-2-(methoxymethyl)benzofuran-3-carboxylic acid FC=1C=C(COC=2C=CC3=C(C(=C(O3)COC)C(=O)O)C2)C=CC1